chloroacetaldehyde n-butyl 3,4,4-trimethyl-2-cyclopentenyl acetal CC1=CC(CC1(C)C)OC(CCl)OCCCC